1-(5-bromo-2-ethyl-thiazol-4-yl)cyclopropanecarbonitrile BrC1=C(N=C(S1)CC)C1(CC1)C#N